[C@@H]12COCC(CC(C1)OC(=O)N1C(C3=CC=CC=C3CC1)C1=CC=C(C=C1)F)N2 (1S,1'R,5'S,7'r)-3-oxa-9-azabicyclo[3.3.1]nonan-7-yl-1-(4-fluorophenyl)-3,4-dihydroisoquinoline-2(1H)-carboxylate